C1(CCC1)CN1N=NC(=C1)C(=O)NC=1C(=NC=CC1C1=C(C=CC(=C1)F)F)C1CCC(CC1)(F)F 1-(cyclobutylmethyl)-N-(2-(4,4-difluorocyclohexyl)-4-(2,5-difluorophenyl)pyridin-3-yl)-1H-1,2,3-triazole-4-carboxamide